methyl 5-(benzyloxy)-4-bromo-2-nitrobenzoate C(C1=CC=CC=C1)OC=1C(=CC(=C(C(=O)OC)C1)[N+](=O)[O-])Br